Tetradec-3,6,11-triene-4-carboxamide CCC=C(CC=CCCCC=CCC)C(=O)N